P(=O)(OCCOC(C=C)=O)(OC1=CC=C(C=C1)OC)O acryloyloxyethyl p-methoxyphenyl hydrogen phosphate